NC1=NC=2C=C(C(=CC2C2=C1[C@H](OC2)C)C(=O)N(C=2C=NN(C2)C)C2CCC1=CC(=CC=C21)C#N)F (3R)-4-amino-N-(5-cyano-2,3-dihydro-1H-inden-1-yl)-7-fluoro-3-methyl-N-(1-methyl-1H-pyrazol-4-yl)-1,3-dihydrofuro[3,4-c]quinolin-8-carboxamide